1-(1,2-Dimethyl-3-(1-(piperidin-4-ylmethyl)piperidin-4-yl)-1H-indol-7-yl)dihydropyrimidine CN1C(=C(C2=CC=CC(=C12)N1CNCC=C1)C1CCN(CC1)CC1CCNCC1)C